COC=1C=C2CCN(CC2=CC1NC1=NC=C2C(=N1)N(N=C2)[C@@H]2C[C@H](CC2)CO)C |r| rac-(trans-3-(6-((6-methoxy-2-methyl-1,2,3,4-tetrahydroisoquinolin-7-yl)amino)-1H-pyrazolo[3,4-d]pyrimidin-1-yl)cyclopentyl)methanol